NC1=C2C(=NC(=N1)Cl)N(N=C2)CC=2C=CC(=C(C2)CCN2C(C(=CC(=C2)CO)C)=O)Br 1-(5-((4-amino-6-chloro-1H-pyrazolo[3,4-d]pyrimidin-1-yl)methyl)-2-bromophenyl-ethyl)-5-(hydroxymethyl)-3-methylpyridin-2(1H)-one